FC(C=1OC(=NN1)C=1C=NC(=CC1)CN1N=NC(=C1)C1=CC(=CC=C1)N1CCNCC1)F 2-(difluoromethyl)-5-(6-((4-(3-(piperazin-1-yl)phenyl)-1H-1,2,3-triazol-1-yl)methyl)pyridin-3-yl)-1,3,4-oxadiazole